5-(3-Azabicyclo[3.1.0]hexan-3-yl)-N,N-dimethylpyrazolo[1,5-a]pyrimidin-3-amine C12CN(CC2C1)C1=NC=2N(C=C1)N=CC2N(C)C